(P)-2-[4-[4-(aminomethyl)-8-methyl-1-oxo-2H-phthalazin-6-yl]-2-methyl-pyrazol-3-yl]-4-chloro-3-fluoro-naphthalene-1-carbonitrile NCC1=NNC(C2=C(C=C(C=C12)C1=C(N(N=C1)C)C1=C(C2=CC=CC=C2C(=C1F)Cl)C#N)C)=O